tri(isopropylphenyl) phosphate CC(C)C1=CC=CC=C1OP(=O)(OC2=CC=CC=C2C(C)C)OC3=CC=CC=C3C(C)C